CN(C1=CC=C(CN2CC3C4(NC(C(C(C42)CC(C)C)C3)=O)C(=O)NCC3=CC(=CC=C3)O)C=C1)C 1-(4-(dimethylamino)benzyl)-N-(3-hydroxybenzyl)-7-isobutyl-5-oxooctahydro-3aH-3,6-methanopyrrolo[3,2-b]pyridine-3a-carboxamide